COC=1C=C(CN(C2=CC=C(C=C2)COCCN2CCOCC2)CC2=CC(=CC=C2)OC)C=CC1 N,N-bis(3-methoxybenzyl)-4-((2-morpholinoethoxy)methyl)aniline